ethyl 4-((2-ethoxy-2-oxoethyl) (methoxycarbonyl)amino)butanoate C(C)OC(CN(CCCC(=O)OCC)C(=O)OC)=O